C(C)(C)(C)OC(NCCC1=CC=C(C=C1)NC(=O)C12CC(C1)(C2)C(NC2=CC=C(C=C2)Br)=O)=O [2-(4-{[3-(4-bromo-phenylcarbamoyl)-bicyclo[1.1.1]pentane-1-carbonyl]-amino}-phenyl)-ethyl]-carbamic acid tert-butyl ester